3-(ethoxymethylphosphono)propanal C(C)OCOP(=O)(O)CCC=O